BrC1=CSC2=C1N=C(N=C2)NC2=CC=C(C=C2)N2CCOCC2 7-bromo-N-(4-morpholinophenyl)thieno[3,2-d]pyrimidin-2-amine